ClC=1C(=CC=C2N=CC(=NC12)C=1C=NN(C1)CC1CC(CC1)(F)F)OC1=CC2=C(N=C(N2)C)C=C1 8-Chloro-2-[1-[(3,3-difluorocyclopentyl)methyl]pyrazol-4-yl]-7-[(2-methyl-3H-benzimidazol-5-yl)oxy]quinoxaline